[6-(5-cyclopropyl-4H-1,2,4-triazol-3-yl)-2-azaspiro[3.3]heptan-2-yl]-[6-[[2-fluoro-4-(trifluoromethyl)phenyl]methylamino]-2-azaspiro[3.3]heptan-2-yl]methanone C1(CC1)C=1NC(=NN1)C1CC2(CN(C2)C(=O)N2CC3(C2)CC(C3)NCC3=C(C=C(C=C3)C(F)(F)F)F)C1